OC1=CC=C(C=C1)O 1,4-Dihydroxybenzene